(3R,4R)-3-methylpiperidin-4-ol hydrochloride Cl.C[C@@H]1CNCC[C@H]1O